5-chloro-N-((1S,2R)-2-(3-chloro-6-fluoro-2-methylphenyl)-1-(5-oxo-4,5-dihydro-1,3,4-oxadiazol-2-yl)propyl)-4-hydroxy-4-methylchroman-8-sulfonamide ClC1=C2C(CCOC2=C(C=C1)S(=O)(=O)N[C@@H]([C@H](C)C1=C(C(=CC=C1F)Cl)C)C=1OC(NN1)=O)(C)O